phenyl-(2H2)methanol C1(=CC=CC=C1)C(O)([2H])[2H]